ClC=1C=CC2=C(C(=NCC=3N2C(=NN3)C)C3=C(C=CC=C3)Cl)C1 8-chloro-6-(2-chlorophenyl)-1-methyl-4H-[1,2,4]triazolo[4,3-a][1,4]benzodiazepine